2-fluoro-2-methylpropanoic acid tert-butyl ester C(C)(C)(C)OC(C(C)(C)F)=O